C(CCCCCC)C(OCCCCCCN(CCCCO)CCCC\C=C/C\C=C/C\C=C/C\C=C/C\C=C/CC)O[Si](O[Si](CCCCCCCC)(C)C)(C)C 13-heptyl-5-((5Z,8Z,11Z,14Z,17Z)-icosa-5,8,11,14,17-pentaen-1-yl)-15,15,17,17-tetramethyl-12,14,16-trioxa-5-aza-15,17-disilapentacosan-1-ol